BrC1=C(C=C(C=C1)C1(CC1)C(NO)=N)Cl 1-(4-bromo-3-chlorophenyl)-N-hydroxycyclopropane-1-carboximidamide